3-(6-(4-hydroxy-1-(piperidin-4-ylmethyl)piperidin-4-yl)-1-methyl-1H-indazol-3-yl)piperidine-2,6-dione OC1(CCN(CC1)CC1CCNCC1)C1=CC=C2C(=NN(C2=C1)C)C1C(NC(CC1)=O)=O